NC(CCCCCCCCCCCCCC(=O)O)C(=O)O amino-1,14-tetradecanedicarboxylic acid